(2S)-1-(ethoxycarbonyloxy)ethyl 2-(2,6-dichloro-4-(3-chlorobenzylcarbamoyl)benzamido)-3-(3-((R)-2,3-dihydro-1H-inden-1-yl)ureido)propanoate ClC1=C(C(=O)N[C@H](C(=O)OC(C)OC(=O)OCC)CNC(=O)N[C@@H]2CCC3=CC=CC=C23)C(=CC(=C1)C(NCC1=CC(=CC=C1)Cl)=O)Cl